N1N=NN=C1C1=NN=NN1 tetrazolyl-(tetrazole)